C[Si](CCOCN1C=CC2=C1N=CN=C2N2C(SC=C2)[C@H](C#N)CCC)(C)C |r| (2S)- and (2R)-2-[3-(7-[2-(Trimethylsilyl)ethoxy]methyl-7H-pyrrolo[2,3-d]pyrimidin-4-yl)-1,3-thiazol-2-yl]pentanenitrile